N-((5-(2,4-difluorophenyl)-1,3,4-thiadiazol-2-yl)methyl)-1-(2,6-dimethylpyridin-3-yl)-1H-1,2,3-triazole-4-carboxamide FC1=C(C=CC(=C1)F)C1=NN=C(S1)CNC(=O)C=1N=NN(C1)C=1C(=NC(=CC1)C)C